(S)-6'-(4-(methoxycarbonyl)phenyl)-3',6'-dihydro-[2,4'-bipyridyl] COC(=O)C1=CC=C(C=C1)[C@@H]1C=C(CC=N1)C1=NC=CC=C1